C(CCCC)(S)(S)S pentanetrithiol